C(\C=C\C1=CC(O)=C(O)C=C1)(=O)OCC=C(C)C 3-methylbut-2-enyl caffeate